COCOC1=C(C(=CC(=C1)C(F)(F)F)C)C1=CC2=C(N=N1)N(CC2)[C@@H]2[C@@H]1CC[C@H](CC2)N1C(=O)OC(C)(C)C |o1:24,25,28| tert-butyl (1S*,2S*,5S*)-2-{3-[2-(methoxymethoxy)-6-methyl-4-(trifluoromethyl)phenyl]-5,6-dihydro-7H-pyrrolo[2,3-c]pyridazin-7-yl}-8-azabicyclo[3.2.1]octane-8-carboxylate